N-(2-hydroxyethyl)piperidine C1CCN(CC1)CCO